OC(CC1=CN=C(S1)S(=O)(=O)Cl)(C)C 5-(2-hydroxy-2-methylpropyl)-1,3-thiazole-2-sulfonyl chloride